ethyl (1S,3S,5R)-5-(methoxymethyl)-2-azabicyclo[3.1.0]hexane-3-carboxylate COC[C@@]12C[C@H](N[C@H]2C1)C(=O)OCC